FC(CN1N=C(C=C1)C=O)(F)F 1-(2,2,2-Trifluoroethyl)-1H-pyrazole-3-carbaldehyde